BrCl.[Tl] Thallium BromoChlorid